C1N(CC12CNC2)C=2C=C1CN3[C@@H](C1=CC2F)CN(C[C@H]3C)C3=C2C=CC=NC2=C(C=C3)C#N 5-[(4R,10bS)-8-(2,6-diazaspiro[3.3]heptan-2-yl)-9-fluoro-4-methyl-3,4,6,10b-tetrahydro-1H-pyrazino[2,1-a]isoindol-2-yl]quinoline-8-carbonitrile